7-methoxy-2-(4-methoxybenzyl)-1-methyl-5-(2-methylpyridin-3-yl)-1,5-dihydro-4H-imidazo[4,5-c][1,8]naphthyridin-4-one COC=1C=CC=2C3=C(C(N(C2N1)C=1C(=NC=CC1)C)=O)N=C(N3C)CC3=CC=C(C=C3)OC